selenouridine [C@@H]1([C@H](O)[C@H](O)[C@@H](CO)O1)N1C(=[Se])NC(=O)C=C1